benzyl 4-ethoxy-2-[4-(methoxycarbonyl)-2-(methylamino)phenyl]piperidine-1-carboxylate C(C)OC1CC(N(CC1)C(=O)OCC1=CC=CC=C1)C1=C(C=C(C=C1)C(=O)OC)NC